C1NCC2=CC(=CC=C12)OCCN(C)C 2-(isoindolin-5-yloxy)-N,N-dimethylethanamine